[Br].[Kr] Krypton Bromine